O-benzoyl-N-(prop-2-yn-1-yl)hydroxylamine C(C1=CC=CC=C1)(=O)ONCC#C